FC1=C(C=CC(=C1)C(F)(F)F)C1=NC=NC=2C(NN=CC21)=O 4-(2-fluoro-4-(trifluoromethyl)phenyl)pyrimido[4,5-d]pyridazin-8(7H)-one